ClC1=C(C(=O)N2CCN(CC2)C(=O)[C@H]2N(C[C@@H](C2)O)C(=O)OC(C)(C)C)C=CC(=C1)NC=1C=2N(C=CN1)C(=CN2)C2=C(C(=C(C=C2)OCC#N)F)Cl tert-butyl (2S,4R)-2-[4-[2-chloro-4-[[3-[2-chloro-4-(cyanomethoxy)-3-fluorophenyl]imidazo[1,2-a]pyrazin-8-yl]amino]benzoyl]piperazine-1-carbonyl]-4-hydroxy-pyrrolidine-1-carboxylate